N-hydroxyacetyl-α-neuraminic acid OCC(=O)N[C@@H]1[C@H](C[C@@](C(O)=O)(O)O[C@H]1[C@H](O)[C@H](O)CO)O